O1CCOC12CCC(CC2)C[C@@H]2CC[C@@H](N2C(=O)OC(C)(C)C)C(=O)OC 1-(tert-butyl) 2-methyl (2R,5S)-5-((1,4-dioxaspiro[4.5]decan-8-yl)methyl)pyrrolidine-1,2-dicarboxylate